(S)-N-[4-(3-aminopiperidin-1-yl)-2-methoxy-5-nitrophenyl]-4-(1-methyl-1H-indol-3-yl)pyrimidin-2-amine N[C@@H]1CN(CCC1)C1=CC(=C(C=C1[N+](=O)[O-])NC1=NC=CC(=N1)C1=CN(C2=CC=CC=C12)C)OC